C(C)(C)(C)OC(=O)N1CCNC(C1)C=1OC2=C(N1)C=CC=C2 (5-Benzooxazol-2-yl)piperazine-1-carboxylic acid tert-butyl ester